4,4-bis(4-hydroxyphenyl)-pentanoic acid OC1=CC=C(C=C1)C(CCC(=O)O)(C)C1=CC=C(C=C1)O